CN1C=CC2=CC(=CC=C12)NC 1-methyl-5-(methylamino)indole